2-(1-(4-Bromophenyl)-3-(4-fluorophenyl)-1H-pyrazol-4-yl)-3-(4-isopropoxyphenethyl)-5-methyl-oxazolidin-4-one BrC1=CC=C(C=C1)N1N=C(C(=C1)C1OC(C(N1CCC1=CC=C(C=C1)OC(C)C)=O)C)C1=CC=C(C=C1)F